N-isobutylacrylamide C(C(C)C)NC(C=C)=O